endo-5,6-dimethoxycarbonylnorbornene COC(=O)C1C2C=CC(C1C(=O)OC)C2